3-fluoro-4-(tributylstannyl)pyridine FC=1C=NC=CC1[Sn](CCCC)(CCCC)CCCC